ClC1=CC(=C(COC2=CC=CC(=N2)C2=CC=C(OC3=NC4=C(N3CC3OCCC3)C=C(C=C4)C(=O)OC)C=C2)C=C1)F methyl 2-(4-(6-((4-chloro-2-fluorobenzyl) oxy) pyridin-2-yl) phenoxy)-1-((tetrahydrofuran-2-yl) methyl)-1H-benzo[d]imidazole-6-carboxylate